3-(1H-pyrazol-5-yl)-2-naphthol N1N=CC=C1C=1C(=CC2=CC=CC=C2C1)O